C(CCS(=O)(=O)[O-])S(=O)(=O)[O-] Propanedisulfonate